(dodecyl)(aminopropyl)glycine C(CCCCCCCCCCC)N(CC(=O)O)CCCN